trisodium (2R)-2-{[bis(carboxylatomethyl)carbamoyl]amino}-3-{[(2E,6E)-3,7,11-trimethyldodeca-2,6,10-trien-1-yl]sulfanyl}propanoate C(=O)([O-])CN(C(=O)N[C@H](C(=O)[O-])CSC\C=C(\CC\C=C(\CCC=C(C)C)/C)/C)CC(=O)[O-].[Na+].[Na+].[Na+]